9,9-bis(hydroxyphenyl-phenyl)fluorene OC=1C(=C(C=CC1)C1(C2=CC=CC=C2C=2C=CC=CC12)C1=C(C(=CC=C1)O)C1=CC=CC=C1)C1=CC=CC=C1